3-fluorophenyl-dihydrogenphosphat FC=1C=C(C=CC1)OP(=O)(O)O